dicyclohexyl-(2',6'-dimethoxybiphenyl-2-yl)-phosphane C1(CCCCC1)P(C1=C(C=CC=C1)C1=C(C=CC=C1OC)OC)C1CCCCC1